N1N=CC2=CC=C3C(=C12)C(NC3)=O 7,8-dihydro-6H-pyrrolo[4,3-g]indazol-8-one